formylindolo[3,2-b]carbazole C(=O)C1=C2C(=CC=C1)N=C1C2=CC2=NC3=CC=CC=C3C2=C1